(2R,6R)-6-(1-Benzylpiperidin-4-yl)-4-ethyl-2-methylmorpholin-3-on C(C1=CC=CC=C1)N1CCC(CC1)[C@H]1O[C@@H](C(N(C1)CC)=O)C